C(C(=C)C)(=O)OCCN(CCC)CCC 2-(dipropylamino)ethyl methacrylate